C(#C)[C@H]1CC12CCN(CC2)S(=O)(=O)C2=CC(=C(C=C2)[N+](=O)[O-])OC (1S)-1-ethynyl-6-(3-methoxy-4-nitrobenzenesulfonyl)-6-azaspiro[2.5]octane